(3S)-N-[2-(1-benzylpiperidin-4-yl)ethyl]-4-(5-cyanopyrimidin-2-yl)-3-(hydroxymethyl)piperazine-1-carboxamide C(C1=CC=CC=C1)N1CCC(CC1)CCNC(=O)N1C[C@H](N(CC1)C1=NC=C(C=N1)C#N)CO